C(CCCCCCCCCCCCC)(=O)C(CCC(=O)O)CC(CCCCCCCCCCCCC)=O 4,5-dimyristoyl-pentanoic acid